N-[4-(2-hydroxypropan-2-yl)phenyl]-2-methyl-5-oxo-6-[2-(2,2,2-trifluoroethoxy)phenyl]-2,5-dihydropyridazine-4-carboxamide OC(C)(C)C1=CC=C(C=C1)NC(=O)C1=CN(N=C(C1=O)C1=C(C=CC=C1)OCC(F)(F)F)C